ClC1=C2C=3C(=C4C(=NC3C=C1F)C1=CC3=C(C(N1C4)=O)COC([C@]3(O)CC)=O)[C@H](CC2)NC(C(CO)(C)C)=O N-((1S,9S)-4-chloro-9-ethyl-5-fluoro-9-hydroxy-10,13-dioxo-2,3,9,10,13,15-hexahydro-1H,12H-benzo[de]pyrano[3',4':6,7]indolizino[1,2-b]quinolin-1-yl)-3-hydroxy-2,2-dimethylpropionamide